NC1=C(C=C(C=C1C(F)(F)F)Br)NC(=O)C1CC(C1)(C)O (cis)-N-[2-amino-5-bromo-3-(trifluoromethyl)phenyl]-3-hydroxy-3-methylcyclobutane-1-carboxamide